3-(allyloxy)propane-1,2-diol C(C=C)OCC(CO)O